divinyl ethyl orthoacetate C(C)(OC=C)(OC=C)OCC